3-ethoxy-2-fluorocyclobutanone tert-butyl-4-[7-(5-acetyl-3-iodo-6,7-dihydro-4H-pyrazolo[4,3-c]pyridin-1-yl)spiro[3.5]nonan-2-yl]piperazine-1-carboxylate C(C)(C)(C)OC(=O)N1CCN(CC1)C1CC2(C1)CCC(CC2)N2N=C(C=1CN(CCC12)C(C)=O)I.C(C)OC1C(C(C1)=O)F